CN(C)CC1(CC1)COC=1N=C(C2=C(N1)CN(C2)C(=O)C2=CC(=CC1=CC=CC(=C21)I)O)N2[C@@H](CCC(CC2)O)C (2-((1-((dimethylamino)methyl)cyclopropyl)methoxy)-4-((2R)-5-hydroxy-2-methylazepan-1-yl)-5,7-dihydro-6H-pyrrolo[3,4-d]pyrimidin-6-yl)(3-hydroxy-8-iodonaphthalen-1-yl)methanone